BrNC1=C(C(=CC=C1)F)OC bromo-3-fluoro-2-methoxyaniline